ClC1=CC2=C(OC(C(O2)(F)F)(F)F)C=C1CCl 6-chloro-7-(chloromethyl)-2,2,3,3-tetrafluoro-1,4-benzodioxine